C(C)(C)(C)OC(=O)N1CCN(CC1)C1=C(N=C(S1)N)C=1SC=C(C1)Cl 4-(2-amino-4-(4-chlorothiophene-2-yl)thiazol-5-yl)piperazine-1-carboxylic acid tert-butyl ester